FC=1C=C(C=CC1[N+](=O)[O-])N1CCCCC1 1-(3-fluoro-4-nitrophenyl)piperidine